(Z)-8-dodecenylacetate C(CCCCCC\C=C/CCC)CC(=O)[O-]